ClC=1C=CC(=C(C1)C=1C=C(C=2OCCNC2N1)C=1C=C(C=NC1)C(=O)NCCN1CCN(CC1)C)F 5-[6-(5-chloro-2-fluorophenyl)-2H,3H,4H-pyrido[3,2-b][1,4]oxazin-8-yl]-N-[2-(4-methylpiperazin-1-yl)ethyl]pyridine-3-carboxamide